C(C)(C)OC=1C=C(C(=O)NC=2N=CC3=CC=C(C=C3C2)C=2C=NN(C2)C)C=CN1 2-Isopropoxy-N-(6-(1-methyl-1H-pyrazol-4-yl)isoquinolin-3-yl)Isonicotinamide